tert-Butyl 3-(3-(2-((tert-butyldimethylsilyl)oxy)ethyl)-5-methyl-2-oxo-2,3-dihydro-1H-imidazol-1-yl)-2,6-dioxopiperidine-1-carboxylate [Si](C)(C)(C(C)(C)C)OCCN1C(N(C(=C1)C)C1C(N(C(CC1)=O)C(=O)OC(C)(C)C)=O)=O